(S)-(1-(2-(1-(3,4,5-trimethoxyphenyl)-1H-imidazol-4-ylamino)quinolin-4-yl)pyrrolidin-2-yl)methanol COC=1C=C(C=C(C1OC)OC)N1C=NC(=C1)NC1=NC2=CC=CC=C2C(=C1)N1[C@@H](CCC1)CO